FC=1C=C(C=CC1C)N1N=C2N=CN=C(C2=C1)N1C[C@H](CCC1)C(=O)NCC=1C=C2C(=CN1)SC=C2F (S)-1-(2-(3-fluoro-4-methylphenyl)-2H-pyrazolo[3,4-d]pyrimidin-4-yl)-N-((3-fluorothieno[2,3-c]pyridin-5-yl)methyl)piperidine-3-carboxamide